OCCSC1=CC=2C(C3=CC=CC=C3SC2C=C1)=O 2-(2-hydroxyethylthio)-thioxanthen-9-one